FC=1C(=C(C=C(C1)F)C=1C=C2C(=NN1)N(C[C@@H]1N2C[C@@H](C1)OC1=CC=C(C=C1)C=O)C(=O)OC(C)(C)C)O tert-butyl (6aR,8R)-2-(3,5-difluoro-2-hydroxyphenyl)-8-(4-formylphenoxy)-6a,7,8,9-tetrahydropyrrolo[1',2':4,5]pyrazino[2,3-c]pyridazine-5(6H)-carboxylate